OCC[C@]12CCC(C=C1CC[C@H]1[C@@H]3CCC([C@@]3(C)CC[C@H]21)=O)=O 19-hydroxymethyl-4-androstene-3,17-dione